ClC=1C=C2C(=CNC2=CC1)\C=C\C1(SCCCS1)C1=CC=CC=C1 (E)-5-chloro-3-(2-(2-phenyl-1,3-dithian-2-yl)vinyl)-1H-indole